C(#N)C1(CC1)C1=CC(=NC(=C1)S(=O)(=O)C)NC1=CC(=NC=C1C1=CC=C2C(=N1)OCC(O2)(C)C)NC(C)=O N-(4-((4-(1-cyanocyclopropyl)-6-(methylsulfonyl)pyridin-2-yl)amino)-5-(2,2-dimethyl-2,3-dihydro-[1,4]dioxino[2,3-b]pyridin-6-yl)pyridin-2-yl)acetamide